C(C)(C)(C)OC(=O)N(C(OC(C)(C)C)=O)CCCCCCCCOC1=CC=C(C=C1)C(NC1C(C(C1(C)C)OC1=CC(=C(C=C1)C#N)Cl)(C)C)=O tert-butyl N-tert-butoxycarbonyl-N-[8-[4-[[3-(3-chloro-4-cyano-phenoxy)-2,2,4,4-tetramethyl-cyclobutyl] carbamoyl]phenoxy]octyl]carbamate